tert-butyl (S)-(7-chloroisochroman-4-yl)carbamate ClC1=CC=C2[C@@H](COCC2=C1)NC(OC(C)(C)C)=O